2-(Chlorosulfonyl)-7,8-dihydro-1,6-naphthyridine-6(5H)-carboxylic acid tert-butyl ester C(C)(C)(C)OC(=O)N1CC=2C=CC(=NC2CC1)S(=O)(=O)Cl